(R and S)-2-Cyclopropyl-2-(3-hydroxyoxetan-3-yl)acetic acid C1(CC1)[C@@H](C(=O)O)C1(COC1)O |r|